OC1=CC=C2CC(COC2=C1)C1=C(C(=C(C=C1)OC)OC)O L-7,2'-dihydroxy-3',4'-dimethoxyisoflavan